4-((7-(di-fluorometh-yl)quinolin-4-yl)amino)-3-methoxy-N-(2-meth-oxyethyl)benzamide FC(C1=CC=C2C(=CC=NC2=C1)NC1=C(C=C(C(=O)NCCOC)C=C1)OC)F